FC1(C)CC=C(C=C1)F p-difluorotoluene